(S)-N-((2S,3R)-1-amino-3-hydroxy-1-oxobutan-2-yl)-1-((2S,4R)-4-(2-(2-(2-(2-azidoethoxy)ethoxy)ethoxy)ethoxy)pyrrolidine-2-carbonyl)pyrrolidine-2-carboxamide NC([C@H]([C@@H](C)O)NC(=O)[C@H]1N(CCC1)C(=O)[C@H]1NC[C@@H](C1)OCCOCCOCCOCCN=[N+]=[N-])=O